N1(C=NC2=C1C=CC=C2)C2=C(C=C(C=C2)NC(=O)NC2=NOC(=C2)C(C)(C)C)F 1-(4-benzimidazol-1-yl-3-fluoro-phenyl)-3-(5-tert-butyl-isoxazol-3-yl)-urea